BrC1=CC2=C(N(C(N2CC)=O)CC)C=C1 5-bromo-1,3-diethyl-1,3-dihydro-2H-benzo[d]imidazol-2-one